tert-butyl (1R,3R)-3-(6-(5-cyanopyrazin-2-ylamino)-3-(methylcarbamoyl)pyridazin-4-ylamino)cyclopentylcarbamate C(#N)C=1N=CC(=NC1)NC1=CC(=C(N=N1)C(NC)=O)N[C@H]1C[C@@H](CC1)NC(OC(C)(C)C)=O